2-(Methylsulfanyl)-1-(2-(4-phenyl-1H-imidazol-2-yl)piperidin-1-yl)ethan-1-one CSCC(=O)N1C(CCCC1)C=1NC=C(N1)C1=CC=CC=C1